3-((4-methoxybenzyl)thio)imidazo[1,2-a]pyrimidine COC1=CC=C(CSC2=CN=C3N2C=CC=N3)C=C1